N-[2-(o-phenylbenzenesulfonyloxy)phenyl]-N'-[3-(o-phenylbenzenesulfonyloxy)phenyl]urea C1(=CC=CC=C1)C1=C(C=CC=C1)S(=O)(=O)OC1=C(C=CC=C1)NC(=O)NC1=CC(=CC=C1)OS(=O)(=O)C1=C(C=CC=C1)C1=CC=CC=C1